CN1CC(CCC1)C(=O)N methyl-3-piperidinecarboxamide